C(=CC=CCC)C=1OCCCN1 2-hexadienyl-4,5-dihydro-1,3-oxazine